F[C@H]1CN(CC[C@H]1NC=1C=2C=C(N(C2C=CC1)CC(F)(F)F)C=1OC(=NN1)CNC1=C(C=C(C=C1)S(=O)(=O)C)OC)C |r| (+/-)-N-((3S,4R)-3-fluoro-1-methylpiperidin-4-yl)-2-(5-(((2-methoxy-4-(methylsulfonyl)phenyl)amino)methyl)-1,3,4-oxadiazol-2-yl)-1-(2,2,2-trifluoroethyl)-1H-indol-4-amine